C(#N)C1=CC=C(C=C1)C(CN[C@H](C(=O)NC1=NC=C(C=C1)N1N=C(C=C1)C)C1=CC=CC=C1)C (S)-2-((2-(4-cyanophenyl)propyl)amino)-N-(5-(3-methyl-1H-pyrazol-1-yl)pyridin-2-yl)-2-phenylacetamide